(3-{6-amino-5-[1-(2,6-dichloro-phenyl)-ethoxy]-pyridin-3-yl}-phenyl)-(4-methyl-piperazin-1-yl)-methanone NC1=C(C=C(C=N1)C=1C=C(C=CC1)C(=O)N1CCN(CC1)C)OC(C)C1=C(C=CC=C1Cl)Cl